C(C(C)C)N(C(C=C)=O)C=1C=C(C=CC1)C1=C2C=CNC2=CC=C1 4-(3-(N-isobutylacrylamido)phenyl)-1H-indole